7-chloro-3,3-dimethyl-5-(6-oxo-1,4,5,6-tetrahydropyridazin-3-yl)indolin-2-one ClC=1C=C(C=C2C(C(NC12)=O)(C)C)C1=NNC(CC1)=O